ClC=1C=C(OCCNC2(CCOCC2)C(=O)N[C@@H](C)C2=CC=C(C(=O)OC)C=C2)C=CC1Cl Methyl 4-[(1S)-1-[[4-[2-(3,4-dichlorophenoxy)ethylamino]tetrahydropyran-4-carbonyl]amino]ethyl]benzoate